((1-(2-(2-Azabicyclo[2.2.1]heptan-2-yl)-3,6-dimethyl-4-oxo-3,4-dihydro-quinazolin-8-yl)ethyl)amino)benzoic acid C12N(CC(CC1)C2)C2=NC1=C(C=C(C=C1C(N2C)=O)C)C(C)NC2=C(C(=O)O)C=CC=C2